ethyl 1-(6-chloropyrazin-2-yl)piperidine-4-carboxylate ClC1=CN=CC(=N1)N1CCC(CC1)C(=O)OCC